tert-butyl (S)-(5-((4-(5-((4-(2-aminopropanamido)phenyl)carbamoyl)-1-methyl-1H-pyrrol-3-yl)phenyl)carbamoyl)-1-methyl-1H-pyrrol-3-yl)carbamate N[C@H](C(=O)NC1=CC=C(C=C1)NC(=O)C1=CC(=CN1C)C1=CC=C(C=C1)NC(=O)C1=CC(=CN1C)NC(OC(C)(C)C)=O)C